NSSN diamino disulphide